2'-Ethoxy-N4-{[1-(methoxymethyl)cyclohexyl]methyl}-N4-methyl-6'-(trifluoromethyl)[2,4'-bipyridin]-4,5,6-triamine C(C)OC1=NC(=CC(=C1)C1=NC(=C(C(=C1)N(C)CC1(CCCCC1)COC)N)N)C(F)(F)F